N-[4-(4-chlorophenoxy)-3-sulfamoylphenyl]-2-(4-chlorophenyl)acetamide ClC1=CC=C(OC2=C(C=C(C=C2)NC(CC2=CC=C(C=C2)Cl)=O)S(N)(=O)=O)C=C1